(S)-1-(3,4-difluorophenyl)-5-(5-(3,5-dimethylisoxazol-4-yl)-1-isobutyl-1H-benzo[d]imidazol-2-yl)pyrrolidin-2-one FC=1C=C(C=CC1F)N1C(CC[C@H]1C1=NC2=C(N1CC(C)C)C=CC(=C2)C=2C(=NOC2C)C)=O